4-[4-(3-hydroxypropyloxy)benzoyl]cinnamate OCCCOC1=CC=C(C(=O)C2=CC=C(C=CC(=O)[O-])C=C2)C=C1